C(C)[Si](CCC(C)C)(CC)CC Triethyl-(3-methyl-1-butyl)silane